tert-butyl (4aR,8aR)-4-(6-chloropyridazin-3-yl)-3,4a,5,7,8,8a-hexahydro-2H-pyrido[4,3-b][1,4]oxazine-6-carboxylate ClC1=CC=C(N=N1)N1[C@H]2[C@H](OCC1)CCN(C2)C(=O)OC(C)(C)C